tert-butyl (S)-4-(2-(4-(2-acetyl-5-chlorophenyl)-3-(2-methoxyethoxy)-6-oxopyridazin-1(6H)-yl)-3-phenylpropanamido)benzoate C(C)(=O)C1=C(C=C(C=C1)Cl)C=1C(=NN(C(C1)=O)[C@H](C(=O)NC1=CC=C(C(=O)OC(C)(C)C)C=C1)CC1=CC=CC=C1)OCCOC